F[C@H]1C[C@@H](N(C1)[C@@H]1CN(CC1)C)C(=O)NC=1C=CC=C2C(=CNC12)C1=NC(=NC=C1)NC=1C(=NN(C1)C)OC (2R,3'S,4S)-4-Fluoro-N-(3-(2-((3-methoxy-1-methyl-1H-pyrazol-4-yl)amino)pyrimidin-4-yl)-1H-indol-7-yl)-1'-methyl-[1,3'-bipyrrolidine]-2-carboxamide